methyl 1-[5-chloro-3-cyano-6-[[1-methyl-3-[2-(methylamino)-2-oxoethoxy]-2-oxo-6-quinolinyl] amino]-2-pyridinyl]-5-methylpiperidine-3-carboxylate ClC=1C=C(C(=NC1NC=1C=C2C=C(C(N(C2=CC1)C)=O)OCC(=O)NC)N1CC(CC(C1)C)C(=O)OC)C#N